O1CCN(CC1)CCN1C(CCC2=CC=C(C=C12)C1=CC=CC=C1)=O 1-(2-morpholinoethyl)-7-phenyl-3,4-dihydroquinolin-2(1H)-one